C/C/1=C\\CC(/C=C/C(=O)/C(=C/CC1)/C)(C)C The molecule is a sesquiterpenoid and cyclic ketone that is (1E,4E,8E)-alpha-humulene which is substituted by an oxo group at the carbon atom attached to two double bonds. It is obtained by steam distillation from a type of edible ginger, Zingiber zerumbet Smith, grown particularly in southeast Asia. It has a role as an anti-inflammatory agent, a plant metabolite and a glioma-associated oncogene inhibitor. It is a sesquiterpenoid and a cyclic ketone. It derives from a hydride of an alpha-humulene.